NC(C(=O)O)(C(C1=CC(=C(C=C1)O)O)[2H])[2H] 2-amino-2,3-dideuterio-3-(3,4-dihydroxyphenyl)propionic acid